(6-hydroxy-2,5,7,8-tetramethylchroman-2-yl)(morpholino)methanone OC=1C(=C2CCC(OC2=C(C1C)C)(C)C(=O)N1CCOCC1)C